N-(2-(2-(cyclopropanesulfonylamino)thiazol-4-yl)propan-2-yl)-5-(6-ethoxypyrazin-2-yl)-3-fluoropyridineamide C1(CC1)S(=O)(=O)NC=1SC=C(N1)C(C)(C)NC(=O)C1=NC=C(C=C1F)C1=NC(=CN=C1)OCC